Sodium Myristyl Sarcosinate N(C)CC(=O)OCCCCCCCCCCCCCC.[Na]